(S)-2,2'-({2-[(2-{[6-amino-1-oxo-1-({2-[(α-D-mannopyranosyl)oxy]ethyl}amino)hexan-2-yl]amino}-2-oxoethyl)amino]-2-oxoethyl}azanediyl)bis(N-{2-[(α-D-glucopyranosyl)oxy]ethyl}acetamide) NCCCCC(C(NCCO[C@@H]1[C@@H](O)[C@@H](O)[C@H](O)[C@H](O1)CO)=O)NC(CNC(CN(CC(=O)NCCO[C@@H]1[C@H](O)[C@@H](O)[C@H](O)[C@H](O1)CO)CC(=O)NCCO[C@@H]1[C@H](O)[C@@H](O)[C@H](O)[C@H](O1)CO)=O)=O